C(C(=C)CC(=O)[O-])(=O)OCCC(CC(C)(C)C)C 3,5,5-trimethylhexyl itaconate